OC[C@H](C1=CC=CC=C1)NC1=CC(=NC=C1C1=NC(=NO1)C=1C=NC=CC1)NC1=CC=C2C(=N1)C(NC2=O)C 2-((4-(((S)-2-hydroxy-1-phenylethyl)amino)-5-(3-(pyridin-3-yl)-1,2,4-oxadiazol-5-yl)pyridin-2-yl)amino)-7-methyl-6,7-dihydro-5H-pyrrolo[3,4-b]pyridin-5-one